2-(methylsulfonyl)-4-(piperidin-1-yl)-5-(trifluoromethyl)pyrimidine CS(=O)(=O)C1=NC=C(C(=N1)N1CCCCC1)C(F)(F)F